NC=1C2=C(N=CN1)NC=C2I 4-amino-5-iodo-7H-pyrrolo[2,3-d]pyrimidine